N1=CN=C(C2=CC=CC=C12)N1CCC(CC1)CCNS(=O)(=O)N N-(2-(1-(quinazolin-4-yl)piperidin-4-yl)ethyl)sulfamide